dilithium bisphenol a OC1=CC=C(C=C1)C(C)(C)C1=CC=C(C=C1)O.[Li].[Li]